C(C)(=O)O[C@H](C(=O)Cl)C(C)C (S)-2-(acetyloxy)-3-methyl-butanoyl chloride